tert-butyl N-[(3R)-5-[(4-chlorophenyl)methyl]-7-(5-ethyl-1H-1,2,4-triazol-3-yl)-8-fluoro-4-oxo-2,3-dihydro-1,5-benzothiazepin-3-yl]carbamate ClC1=CC=C(C=C1)CN1C([C@H](CSC2=C1C=C(C(=C2)F)C2=NNC(=N2)CC)NC(OC(C)(C)C)=O)=O